BrC1=C2C(CCC(C2=CC=C1)CCNC(OC(C)(C)C)=O)(C)C tert-butyl (2-(5-bromo-4,4-dimethyl-1,2,3,4-tetrahydronaphthalen-1-yl)ethyl)carbamate